C(C)(C)(C)C=1C=C(C=C(C1)C(C)(C)C)N1C2=CC=CC=C2C=2C(=CC=CC12)N(C1=CC=C2C=CC=3C(=CC=C4C=CC1=C2C34)N(C3=CC=CC=C3)C3=CC=CC=4N(C2=CC=CC=C2C34)C3=CC(=CC(=C3)C(C)(C)C)C(C)(C)C)C3=CC=CC=C3 N,N'-bis[9-(3,5-di-tert-butylphenyl)-9H-carbazol-4-yl]-N,N'-diphenyl-pyrene-1,6-diamine